CC=1N=C2N(N=C(C=C2C)C=2C=CC3=C(C=NN(C3=O)C3C[C@@H](N[C@@H](C3)C)C)N2)C1 2-(2,8-dimethylimidazo[1,2-b]pyridazin-6-yl)-6-[(2S,6R)-2,6-dimethyl-4-piperidyl]pyrido[2,3-d]pyridazin-5-one